C(C)C=1C=C(C(=NC1)C(=O)OC)C(=O)OC dimethyl 5-ethylpyridine-2,3-dicarboxylate